NC1=CC(=C(C(=N1)C1=C(C=C2C(=NC=NC2=C1)N1C(CN(CC1C)C(C=C)=O)C)Cl)C(F)(F)F)C 1-(4-(7-(6-amino-4-methyl-3-(trifluoromethyl)pyridin-2-yl)-6-chloroquinazolin-4-yl)-3,5-dimethylpiperazin-1-yl)prop-2-en-1-one